2-(((2-(4-(7-chloro-1-methyl-2,3-dioxo-2,3-dihydropyrido[2,3-b]pyrazin-4(1H)-yl)piperidin-1-yl)pyrimidin-5-yl)methyl)(methyl)amino)acetamide ClC1=CC2=C(N(C(C(N2C)=O)=O)C2CCN(CC2)C2=NC=C(C=N2)CN(CC(=O)N)C)N=C1